ClC1=CC=C(C=C1)N1CC2=CC=CC=C2CC1 2-(4-chlorophenyl)-1,2,3,4-tetrahydroisoquinoline